4-iodo-2,3-dichloropyridine IC1=C(C(=NC=C1)Cl)Cl